2,3-dimethyl-1,4,7-trioxo-11,14-dioxa-3,8-diazaheptadecane-17-carboxylic acid CC(C=O)N(C(CCC(NCCOCCOCCCC(=O)O)=O)=O)C